allyl 1-(4-formylphenyl)-6,7-dihydro-4H-pyrano[4,3-c]pyrazole-3-carboxylate C(=O)C1=CC=C(C=C1)N1N=C(C2=C1CCOC2)C(=O)OCC=C